[Cl-].CC=1C=C(C=C(C1OC(CCCCCCCCCC)=O)C)[S+](C1=CC=CC=C1)C1=CC=CC=C1 (3,5-dimethyl-4-(undecanoyloxy)phenyl)diphenylsulfonium chloride